[Ru].N1=C(C=CC=C1)C1=NC=CC=C1.N1=C(C=CC=C1)C1=NC=CC=C1.N1=C(C=CC=C1)C1=NC=CC=C1 tris-(2,2'-bipyridine) ruthenium